[Al+3].CC(C(CC=CC)C(=O)[O-])C(=O)[O-].CC(C(CC=CC)C(=O)[O-])C(=O)[O-].CC(C(CC=CC)C(=O)[O-])C(=O)[O-].[Al+3] hept-5-ene-2,3-dicarboxylic acid aluminum salt